BrC=1SC(=C(N1)Br)C=O 2,4-dibromothiazole-5-carbaldehyde